COC1=CC=C(C=C1)C#CC1=C(N)C=CC=C1 2-(4-methoxyphenylethynyl)aniline